C(C)(C)N1N=C(C=C1C1[C@H]2CC(C[C@@H]12)N1CC(OCC1)(C)C)C=1C=NC=C(C1)C(F)(F)F ((1R,3s,5S,6r)-6-(1-isopropyl-3-(5-(trifluoromethyl)pyridin-3-yl)-1H-pyrazol-5-yl)bicyclo[3.1.0]hexane-3-yl)-2,2-dimethylmorpholine